FC1=CC(=C(C(=C1)C(C)C)NC(=O)NS(=O)(=O)C1=CC=C(C=C1)C(C)(C)O)C(C)C N-(4-fluoro-2,6-diisopropyl-phenyl-carbamoyl)-4-(2-hydroxy-propan-2-yl)benzene-sulfonamide